(2S)-2-({[3-(4-methoxyphenoxy)propyl]sulfonyl}amino)-N,N-bis(2-thienylmethyl)hexanamide COC1=CC=C(OCCCS(=O)(=O)N[C@H](C(=O)N(CC=2SC=CC2)CC=2SC=CC2)CCCC)C=C1